2-hydroxy-N-((5-(2-((2-methylpyrido[3,2-d]pyrimidin-4-yl)thio)acetyl)thiophen-2-yl)methyl)acetamide OCC(=O)NCC=1SC(=CC1)C(CSC=1C2=C(N=C(N1)C)C=CC=N2)=O